C(C1=CC=CC=C1)OCC1(CCC(CC1)O)C(=O)OCC1=CC=CC=C1 Benzyl (1s,4s)-1-((benzyloxy)methyl)-4-hydroxycyclohexane-1-carboxylate